2,4-dimethyl-1-heptanol CC(CO)CC(CCC)C